C(C)(C)NC(O[C@H]1C[C@H](CC1)C=1NN=C(C1)NC(NC1=CC(=C(C=C1)O)C=O)=O)=O (1R,3S)-3-(5-{[(3-formyl-4-hydroxyphenyl)carbamoyl]amino}-2H-pyrazol-3-yl)cyclopentyl N-isopropylcarbamate